3-Dibutylaminopropionic acid butyl-lactate C(CCC)OC(C(O)C)=O.C(CCC)N(CCC(=O)O)CCCC